C(C)(C)(C)OC(=O)N1C(CCCC1)C1=CC=C(C=C1)C#N (4-cyanophenyl)piperidine-1-carboxylic acid tert-butyl ester